NC(C(=O)O)CCC(N)=O 2-Amino-4-carbamoylbutanoic acid